ethylenediamine disodium salt dihydrate O.O.[Na].[Na].C(CN)N